C12N(CC(NC1)C2)CC2=CC=C(CN1C(C3=C(N=C(N=C3NCCCC)N)C=C1)=O)C=C2 6-(4-((2,5-diazabicyclo[2.2.1]heptan-2-yl)methyl)benzyl)-2-amino-4-(butylamino)pyrido[4,3-d]pyrimidin-5(6H)-one